2-(5-(5-(2-(trifluoromethyl)pyrimidin-4-yl)-5,6,7,8-tetrahydro-1,5-naphthyridin-2-yl)spiro[2.3]hexan-5-yl)-1H-benzo[d]imidazole-6-carbonitrile FC(C1=NC=CC(=N1)N1C=2C=CC(=NC2CCC1)C1(CC2(CC2)C1)C1=NC2=C(N1)C=C(C=C2)C#N)(F)F